CC1(N(CC(C(C1)=O)C)C(=O)NCCCCC1=CC=CC=C1)C 2,2,5-trimethyl-4-oxo-N-(4-phenylbutyl)piperidine-1-carboxamide